2-(3-cyano-2-methyl-phenyl)-3-(2,6-dimethyl-4-pyridyl)-N-(2-hydroxy-2-methyl-propyl)pyrazolo[1,5-a]pyrimidine-5-carboxamide C(#N)C=1C(=C(C=CC1)C1=NN2C(N=C(C=C2)C(=O)NCC(C)(C)O)=C1C1=CC(=NC(=C1)C)C)C